C(\C=C/C(=O)[O-])(=O)OCCCC monon-butyl maleate